(4-bromophenyl)-6H-1,3-thiazin-2-amine BrC1=CC=C(C=C1)C=1N=C(SCC1)N